7-chloro-4-(dimethylamino)-1-(4-(hydroxymethyl)thiophen-2-yl)quinazolin-2(1H)-one ClC1=CC=C2C(=NC(N(C2=C1)C=1SC=C(C1)CO)=O)N(C)C